2-tert-butyl-9,10-di(isobutoxy)anthracene C(C)(C)(C)C1=CC2=C(C3=CC=CC=C3C(=C2C=C1)OCC(C)C)OCC(C)C